di-n-nonyl ether C(CCCCCCCC)OCCCCCCCCC